(2S)-2-chloropiperidine Cl[C@@H]1NCCCC1